FC1(S(NS(C1(F)F)(=O)=O)(=O)=O)F 4,4,5,5-tetrafluoro-1,3,2-dithiazolidine-1,1,3,3-tetraoxide